FB1OB(OB(O1)C1=CC=CC=C1)F difluorophenyl-boroxine